C[C@@H]1C[C@H](N(C1)C(=O)OC(C)(C)C)C(NC=1C=NC(=C(C1)NC(=O)C=1C=NN2C1C=NC(=C2)C=2C=NN(C2)C)C)=O tert-butyl (2S,4R)-4-methyl-2-((6-methyl-5-(6-(1-methyl-1H-pyrazol-4-yl)pyrazolo[1,5-a]pyrazine-3-carboxamido)pyridin-3-yl)carbamoyl)pyrrolidine-1-carboxylate